4-(2-Methoxy-3-(1-methyl-1H-1,2,4-triazol-3-yl)phenylamino)-2-(1-methyl-1H-pyrazol-3-ylamino)pyrimidine-5-carboxamide COC1=C(C=CC=C1C1=NN(C=N1)C)NC1=NC(=NC=C1C(=O)N)NC1=NN(C=C1)C